di-tert-butyl (4aR)-13-fluoro-10-methyl-11-oxo-1,2,4,4a,5,6,11,12-octahydro-3H,10H-pyrazino[1',2':5,6][1,5]oxazocino[2,3-g]quinoxaline-3,9(14H)-dicarboxylate FC=1C2=C(C=C3N(C(C(NC13)=O)C)C(=O)OC(C)(C)C)OCC[C@H]1N(C2)CCN(C1)C(=O)OC(C)(C)C